(4,4-dimethyl-6,7-dihydropyrazolo[5,1-c][1,4]oxazin-2-yl)methyl (4-nitrophenyl) carbonate C(OCC1=NN2C(C(OCC2)(C)C)=C1)(OC1=CC=C(C=C1)[N+](=O)[O-])=O